t-butoxy methacrylate C(C(=C)C)(=O)OOC(C)(C)C